CC1(C=2C3OCOCC3CCC2C(C1C)(C)C)C 3,3,4,5,5-pentamethyl-11,13-dioxatricyclo[7.4.0.0<2,6>]Tridec-2(6)-ene